3-(3-(4-((pyridin-3-ylamino)methyl)phenoxy)azetidin-1-yl)-2-(1H-pyrrol-1-yl)benzoic acid N1=CC(=CC=C1)NCC1=CC=C(OC2CN(C2)C=2C(=C(C(=O)O)C=CC2)N2C=CC=C2)C=C1